tert-butyl 2-(2-(3,3-difluoropyrrolidin-1-yl)-5-(ethylsulfonimidoyl)phenyl)-5-methoxy-1H-indole-1-carboxylate FC1(CN(CC1)C1=C(C=C(C=C1)S(=O)(=N)CC)C=1N(C2=CC=C(C=C2C1)OC)C(=O)OC(C)(C)C)F